nitrogen (nitrate) phosphorus (phosphate) P(=O)([O-])([O-])[O-].[P+3].[N+](=O)([O-])[O-].[N+3]